[2-(6-{3-fluoro-2-[2-(1,3,5-trimethyl-1H-pyrazol-4-yl)ethoxy]phenyl}imidazo[1,2-a]pyridin-3-yl)ethyl](methyl)amine FC=1C(=C(C=CC1)C=1C=CC=2N(C1)C(=CN2)CCNC)OCCC=2C(=NN(C2C)C)C